2-methoxyethyl (1S,2R,5R)-3-((6-(4-chloro-2-fluorophenoxy)pyridin-3-yl)sulfonyl)-2-(hydroxycarbamoyl)-3,8-diazabicyclo[3.2.1]octane-8-carboxylate ClC1=CC(=C(OC2=CC=C(C=N2)S(=O)(=O)N2[C@H]([C@@H]3CC[C@H](C2)N3C(=O)OCCOC)C(NO)=O)C=C1)F